C1(=CC=C(C=C1)C(NC(=O)C=1C(NC(=C(C1)C)C(F)(F)F)=O)C1=CC=C(C=C1)C)C N-(di-p-tolylmethyl)-5-methyl-2-oxo-6-(trifluoromethyl)-1,2-dihydropyridine-3-carboxamide